trimethoxySilane tert-butyl-(trans-4-(4-chloro-5-((3-fluoro-5-(phenylethynyl)pyridin-2-yl)carbamoyl)-1H-pyrazol-1-yl)cyclohexyl)carbamate C(C)(C)(C)N(C(O)=O)[C@@H]1CC[C@H](CC1)N1N=CC(=C1C(NC1=NC=C(C=C1F)C#CC1=CC=CC=C1)=O)Cl.CO[SiH](OC)OC